[Cu].[Mg].[Ni].[Na] sodium nickel magnesium copper